CN(C1=CC=C(C(=O)OCCCCC)C=C1)C 4-(dimethylamino)benzoic acid, pentyl ester